2-(3-(2-((1,5-dimethyl-1H-pyrazol-3-yl)amino)-5-methylpyrimidin-4-yl)-1H-indol-7-yl)-4-(2-methoxypyridin-4-yl)isoindolin-1-one CN1N=C(C=C1C)NC1=NC=C(C(=N1)C1=CNC2=C(C=CC=C12)N1C(C2=CC=CC(=C2C1)C1=CC(=NC=C1)OC)=O)C